CC1=CC=2C=3N(C(=NC2C(=C1)C(C)NC1=C(C(=O)N)C=CC=C1)N1CCOCC1)C=C(N3)C(F)(F)F 2-((1-(9-methyl-5-morpholino-2-(trifluoromethyl)imidazo[1,2-c]quinazolin-7-yl)ethyl)amino)benzamide